NC1=CC=C(C=N1)N1C(CN(CC1)C(=O)OC(C)(C)C)=O tert-butyl 4-(6-aminopyridin-3-yl)-3-oxopiperazine-1-carboxylate